C(#N)C1=CNC2=C(C=CC(=C12)C)NS(=O)(=O)C=1SC=C(N1)C(=O)N 2-(N-(3-cyano-4-methyl-1H-indol-7-yl)sulfamoyl)thiazole-4-carboxamide